2-Hydroxyethyl-trimethylammonium L-(+)-lactate C([C@@H](O)C)(=O)[O-].OCC[N+](C)(C)C